N1=C(C=CC=C1)N1CC2(CN(C2)C(=O)C2=CC3=CC=CC(=C3C=C2)OC2=CC=C(C=C2)C(F)(F)F)C1 (6-(Pyridin-2-yl)-2,6-diazaspiro[3.3]heptan-2-yl)(5-(4-(trifluoromethyl)-phenoxy)naphthalen-2-yl)methanone